(S)-N-(ethylsulfonyl)-2-(6-fluorobenzo[d]oxazol-2-yl)-6-methoxy-5-((4-methoxybenzyl)oxy)-1,2,3,4-tetrahydroisoquinoline-3-carboxamide C(C)S(=O)(=O)NC(=O)[C@H]1N(CC2=CC=C(C(=C2C1)OCC1=CC=C(C=C1)OC)OC)C=1OC2=C(N1)C=CC(=C2)F